N-[5-[4-[[5-[2-(dimethylamino)ethoxy]pyrimidin-2-yl]amino]cyclohexoxy]-7-morpholino-1,6-naphthyridin-3-yl]-N-[1-(1-methyl-5-nitro-pyrazol-4-yl)ethyl]methanesulfonamide CN(CCOC=1C=NC(=NC1)NC1CCC(CC1)OC1=C2C=C(C=NC2=CC(=N1)N1CCOCC1)N(S(=O)(=O)C)C(C)C=1C=NN(C1[N+](=O)[O-])C)C